γ-glycidoxypropyl-(methyl)diethoxysilane C(C1CO1)OCCC[Si](OCC)(OCC)C